N-methoxy-6-{4-[(6-methoxypyridin-3-yl)oxy]piperidin-1-yl}-5-methylpyridazine-3-carboxamide CONC(=O)C=1N=NC(=C(C1)C)N1CCC(CC1)OC=1C=NC(=CC1)OC